4-(5-ethynyl-2-pyridinyl)morpholine 2-hexyldecyl-6-(8-bromo-N-decyloctanamido)hexanoate 2-hexyldecyl-6-(8-bromo-N-decyloctanamido)hexanoate C(CCCCC)C(COC(CCCCCN(C(CCCCCCCBr)=O)CCCCCCCCCC)=O)CCCCCCCC.C(CCCCC)C(COC(CCCCCN(C(CCCCCCCBr)=O)CCCCCCCCCC)=O)CCCCCCCC.C(#C)C=1C=CC(=NC1)N1CCOCC1